N(=C=O)C=1C=2CCCC2C=C2CC[C@H](C12)COC |r| racemic-8-isocyanato-1-(methoxymethyl)-1,2,3,5,6,7-hexahydro-s-indacene